FC1=CC=C(C=C1)C(C)(C)C=1N=C(SC1)N 4-(2-(4-fluorophenyl)propan-2-yl)thiazol-2-amine